CN[C@H](C(=O)C1=CC=CC=C1)C (S)-2-methylamino-1-phenyl-1-propanone